2-(benzyl(methyl)amino)ethyl (3-(2-(dimethylamino)ethyl)-1H-indol-4-yl) carbonate C(OCCN(C)CC1=CC=CC=C1)(OC1=C2C(=CNC2=CC=C1)CCN(C)C)=O